C(C)(C)(C)OC(=O)N[C@@H](CC(N(C)C)=O)C(=O)O N2-(tert-Butoxycarbonyl)-N4,N4-dimethyl-L-asparagine